S1C2=C(C=C1)C(=CC=C2)C=2C=C(SC2)C(CCC(=O)O)=O 4-(4-(benzo[b]thiophen-4-yl)thiophen-2-yl)-4-oxobutanoic acid